NC1=C(C=C(C=C1)C1=CC=C(C=C1)F)NC(=O)C=1OC2=C(C1)C=C(C=C2)CS(=O)(=N)C N-[2-amino-5-(4-fluorophenyl)phenyl]-5-[(methylsulfonimidoyl)methyl]benzofuran-2-carboxamide